(Diethylamino)-2-phenylcyclohexanone C(C)N(CC)C1(C(CCCC1)=O)C1=CC=CC=C1